BrC=1C(=NC=CC1)CC1N(C(C2=CC=CC=C12)=O)CC1CC2(C1)OC(=NC2)NC#N N-((2r,4r)-2-((1-((3-bromopyridin-2-yl)methyl)-3-oxoisoindolin-2-yl)methyl)-5-oxa-7-azaspiro[3.4]oct-6-en-6-yl)cyanamide